2-(3-chloro-4-(2-(((R)-((R)-8-cyano-1,2,3,4-tetrahydroquinoxalin-2-yl)(phenyl)methyl)amino)ethyl)phenyl)acetic acid ClC=1C=C(C=CC1CCN[C@H](C1=CC=CC=C1)[C@@H]1NC2=C(C=CC=C2NC1)C#N)CC(=O)O